3-(2,5-dioxo-2,5-dihydro-1H-pyrrole-1-yl)propionic acid O=C1N(C(C=C1)=O)CCC(=O)O